4-amino-N-((6-(difluoromethoxy)-3-pyridazinyl)methyl)-N-ethyl-1,3-dihydrofuro[3,4-c]quinoline-8-carboxamide NC1=NC=2C=CC(=CC2C2=C1COC2)C(=O)N(CC)CC=2N=NC(=CC2)OC(F)F